(5-bromo-2-hydroxyphenyl)chromane-3-carboxamide BrC=1C=CC(=C(C1)C1OC2=CC=CC=C2CC1C(=O)N)O